N-(3-(2-methoxyphenyl)propyl)-6-methyl-2-(trifluoromethyl)thieno[2,3-d]pyrimidin-4-amine COC1=C(C=CC=C1)CCCNC=1C2=C(N=C(N1)C(F)(F)F)SC(=C2)C